3,5,6-tris(dibenzo[b,d]thiophen-2-yl)-4-(2,6-diphenylpyridin-4-yl)-4'-(3-methyl-9H-carbazol-9-yl)-[1,1'-biphenyl]-2-carbonitrile C1=C(C=CC=2SC3=C(C21)C=CC=C3)C3=C(C(=C(C(=C3C3=CC(=NC(=C3)C3=CC=CC=C3)C3=CC=CC=C3)C3=CC2=C(SC1=C2C=CC=C1)C=C3)C3=CC1=C(SC2=C1C=CC=C2)C=C3)C3=CC=C(C=C3)N3C2=CC=CC=C2C=2C=C(C=CC32)C)C#N